1-(6-Methyl-2,3-dihydro-indol-1-yl)-2-((R)-3-methyl-piperazin-1-yl)-ethanone CC1=CC=C2CCN(C2=C1)C(CN1C[C@H](NCC1)C)=O